calcium-calcium oxide [O-2].[Ca+2].[Ca+2].[O-2]